FC1=CC=C(C=C1)S(=O)(=O)NC=1C=C(C=CC1O)NC(=O)C1=CC=C(C=C1)C1=CC=C(C=C1)OC(F)(F)F N-(3-((4-fluorophenyl)sulfonylamino)-4-hydroxyphenyl)-4'-(trifluoromethoxy)-[1,1'-biphenyl]-4-carboxamide